2-chloro-6,7-dihydro-5H-cyclopenta[1,2-d]pyrimidine ClC=1N=CC2=C(N1)CCC2